1-phenyl-5-(4,4,5,5-tetramethyl-1,3,2-dioxaborolan-2-yl)-1H-pyrazole C1(=CC=CC=C1)N1N=CC=C1B1OC(C(O1)(C)C)(C)C